1-bromo-4-(difluoromethyl)-3-fluoro-2-methoxybenzene BrC1=C(C(=C(C=C1)C(F)F)F)OC